7-(6-methylpyridin-2-yl)-1-(1H-pyrazolo[3,4-b]pyridin-4-yl)-2,3-dihydro-1H-pyrido[3,4-b][1,4]oxazine CC1=CC=CC(=N1)C1=CC2=C(OCCN2C2=C3C(=NC=C2)NN=C3)C=N1